C(CCC)N(C1CC(NC(C1)(C)C)(C)C)C1=NC(=NC(=N1)N(CCCC)C1CC(NC(C1)(C)C)(C)C)NCCCN(CCNCCCNC1=NC(=NC(=N1)N(CCCC)C1CC(NC(C1)(C)C)(C)C)N(CCCC)C1CC(NC(C1)(C)C)(C)C)C1=NC(=NC(=N1)N(CCCC)C1CC(NC(C1)(C)C)(C)C)N(CCCC)C1CC(NC(C1)(C)C)(C)C N,N',4-tris[4,6-bis(N-butyl-N-(2,2,6,6-tetramethyl-4-piperidyl)amino)-1,3,5-triazine-2-yl]-4,7-diazadecane-1,10-diamine